ClC=1C=C(C#N)C=CC1C=1C=C2C=NN(C2=CC1)C1=CC(=C(C=C1)F)O 3-Chloro-4-(1-(4-fluoro-3-hydroxyphenyl)-1H-indazol-5-yl)benzonitrile